(S)-2-(p-toluenesulfonyloxy)propionic acid CC1=CC=C(C=C1)S(=O)(=O)O[C@H](C(=O)O)C